3-aminopropylethylene glycol NCCCC(CO)O